3-Bromo-5-nitropyridine-4-thiol BrC=1C=NC=C(C1S)[N+](=O)[O-]